FC1=CC(=NC=C1NC(C1=CN=C(C=C1)C(F)(F)F)=O)C=1N=NN(C1NC(O[C@H](C)C=1C(=NC=CC1)Cl)=O)C (R)-1-(2-chloropyridin-3-yl)ethyl (4-(4-fluoro-5-(6-(trifluoromethyl)nicotinamido)pyridin-2-yl)-1-methyl-1H-1,2,3-triazol-5-yl)carbamate